COC1=C(C=C(C=C1)C=1C=NN2C1C=CC=C2)S(=O)(=O)NC=2C=NC=1CCNC(C1C2)=O 2-Methoxy-N-(5-oxo-5,6,7,8-tetrahydro-1,6-naphthyridin-3-yl)-5-(pyrazolo[1,5-a]pyridin-3-yl)benzenesulfonamide